C1(CC1)C1=CN=C2C(=N1)N(N=C2N)C 6-cyclopropyl-1-methyl-1H-pyrazolo[3,4-b]pyrazin-3-amine